COCCNC(=O)C=1C=NN2C1N=C(C=C2NC)NC=2C(=NSC2)C(=O)O 4-((3-((2-methoxyethyl)carbamoyl)-7-(methylamino)pyrazolo[1,5-a]pyrimidin-5-yl)amino)isothiazole-3-carboxylic acid